8-acetyl-6-chloro-2-(piperidin-1-yl)quinoline-4-carbonitrile C(C)(=O)C=1C=C(C=C2C(=CC(=NC12)N1CCCCC1)C#N)Cl